2-(3-cyclopropyl-5-{(1S)-1-[3-cyclopropyl-5-(trifluoromethoxy)benzoylamino]ethyl}-1H-1,2,4-triazol-1-yl)-1,3-thiazole-5-carboxylic acid C1(CC1)C1=NN(C(=N1)[C@H](C)NC(C1=CC(=CC(=C1)OC(F)(F)F)C1CC1)=O)C=1SC(=CN1)C(=O)O